ICCCCCCCC=CC=CCCCC 1-iodo-8,10-pentadecadiene